O1C(=NC2=C1C=CC=C2)C=2C(=C(C=CC2)NC2=NC(=NC=C2C(=O)O)NC2=NC=CC=C2)OC 4-{[3-(1,3-benzoxazol-2-yl)-2-methoxyphenyl]amino}-2-(pyridin-2-ylamino)pyrimidine-5-carboxylic acid